(2S,4R)-N-[(S)-[4-(3,3-difluorocyclobutyl)-3-fluorophenyl](phenyl)methyl]-4-fluoro-1-{2-[4-(trifluoromethyl)-1H-1,2,3-triazol-5-yl]acetyl}pyrrolidine-2-carboxamide FC1(CC(C1)C1=C(C=C(C=C1)[C@@H](NC(=O)[C@H]1N(C[C@@H](C1)F)C(CC1=C(N=NN1)C(F)(F)F)=O)C1=CC=CC=C1)F)F